N-(2,4-dihydroxy-5-isopropylphenyl)-4-methoxybenzenesulfonamide OC1=C(C=C(C(=C1)O)C(C)C)NS(=O)(=O)C1=CC=C(C=C1)OC